O=S1(CCCCC1)=O 1,1-dioxo-1λ6-thian